bromo-5-chloro-7-methyl-imidazo[1,2-c]pyrimidine BrC=1N=C2N(C(=NC(=C2)C)Cl)C1